NC(C)(C)C1=CC(=NC(=C1)C1=CC=C(C=C1)F)O[C@H]1[C@@H]2CN(C[C@]12C)C(=O)C1=CC(=NN1C)C1=NC=CC=N1 |o1:18,19,23| rel-((1R,5S,6s)-6-((4-(2-aminopropan-2-yl)-6-(4-fluorophenyl)pyridin-2-yl)oxy)-1-methyl-3-azabicyclo[3.1.0]hexan-3-yl)(1-methyl-3-(pyrimidin-2-yl)-1H-pyrazol-5-yl)methanone